FC1=C(C=CC=C1)[C@@H](C)N1CCC(CC1)=O (R)-1-(1-(2-fluorophenyl)ethyl)piperidin-4-one